(S)-3-(1H-benzo[d]imidazol-5-yl)-4-(4-morpholinophenyl)oxazolidin-2-one N1C=NC2=C1C=CC(=C2)N2C(OC[C@@H]2C2=CC=C(C=C2)N2CCOCC2)=O